OC(=O)C(F)(F)F.[C@H]12CNC[C@@H]2C1C(=O)OCC ethyl (1R,5S,6r)-3-azabicyclo[3.1.0]hexane-6-carboxylate TFA salt